CC1=C(C(NC(=C1)C)=O)CNC(=O)C=1C=C(C=C(C1C)N(C1CCOCC1)CC)C1=CC=C(C=C1)CN1CCNCC1 N-((4,6-dimethyl-2-oxo-1,2-dihydropyridin-3-yl)methyl)-5-(ethyl-(tetrahydro-2H-pyran-4-yl)amino)-4-methyl-4'-(piperazin-1-ylmethyl)-[1,1'-biphenyl]-3-carboxamide